FC(C1=CC(=NN1CC(C(=O)O)(C)C)C1=NC(=NO1)C1(CC1)C1=C(C=CC=C1)C)F 3-(5-(Difluoromethyl)-3-(3-(1-(o-tolyl)cyclopropyl)-1,2,4-oxadiazol-5-yl)-1H-pyrazol-1-yl)-2,2-dimethylpropanoic acid